(R)-N-(3-chloro-4-cyanobenzyl)-2-(6-(1-(2-methoxypropanoyl)piperidin-4-yl)-4-oxoquinazolin-3(4H)-yl)-N-methylacetamide ClC=1C=C(CN(C(CN2C=NC3=CC=C(C=C3C2=O)C2CCN(CC2)C([C@@H](C)OC)=O)=O)C)C=CC1C#N